C12(CC2C1)C(=O)NC=1C=C2C=C(C=C(C2=CC1)N1CCN(CC1)C(=O)N(C)C)S(NC1(CC1)C)(=O)=O 4-(6-(bicyclo[1.1.0]butane-1-carboxamido)-3-(N-(1-methylcyclopropyl)sulfamoyl)naphthalen-1-yl)-N,N-dimethylpiperazine-1-carboxamide